[Si](C)(C)(C(C)(C)C)OCC1OCCN(C1)C1=CC=C(C=C1)C=1C=C(C2=CN(N=C2C1Cl)C(C(=O)OCC)C1=C2N(C(=N1)F)CCC2)Cl rac-ethyl 2-(6-(4-(2-(((tert-butyldimethylsilyl)oxy)methyl)morpholino)phenyl)-4,7-dichloro-2H-indazol-2-yl)-2-((R)-fluoro-6,7-dihydro-5H-pyrrolo[1,2-c]imidazol-1-yl)acetate